C(C1=CC=CC=C1)C=1N=C(C2=C(N1)CN(CC2)S(=O)(=O)C)C2=NN(C=C2)CC=2C=NC=CC2 2-benzyl-7-(methylsulfonyl)-4-(1-(pyridin-3-ylmethyl)-1H-pyrazol-3-yl)-5,6,7,8-tetrahydropyrido[3,4-d]pyrimidine